C(C=C)(=O)NC1=CC=C(C=C1)N1N=C2C(NN=C(C2=C1C1=CC=C(C(=O)NC2CNCC2)C=C1)N)=O 4-(2-(4-acrylamidophenyl)-4-amino-7-oxo-6,7-dihydro-2H-pyrazolo[3,4-d]pyridazin-3-yl)-N-(pyrrolidin-3-yl)benzamide